5-oxa-6-azaspiro[2.4]heptane C1CC12CONC2